8-(trifluoromethyl)-5,6-dihydro-4H-[1,2,4]triazolo[4,3-a][1]benzazepin-5-ol FC(C=1C=CC2=C(CC(CC=3N2C=NN3)O)C1)(F)F